(S)-N1-((S)-1-((naphthalen-1-ylmethyl)amino)-1-oxopropan-2-yl)-N4-(oxetan-3-yl)-2-(3-phenylpropanamido)succinamide C1(=CC=CC2=CC=CC=C12)CNC([C@H](C)NC([C@H](CC(=O)NC1COC1)NC(CCC1=CC=CC=C1)=O)=O)=O